C(C1=CC=CC=C1)OC=1C(C(=CN2[C@H]3CCC[C@@H](N(C(C12)=O)C3)CO)C(=O)NCC3=C(C=C(C=C3F)F)F)=O (1S,10R)-6-benzyloxy-10-(hydroxymethyl)-5,8-dioxo-N-[(2,4,6-trifluorophenyl)methyl]-2,9-diazatricyclo[7.4.1.02,7]tetradec-3,6-diene-4-carboxamide